(R)-4-hydroxy-N-methyldodecanamide O[C@@H](CCC(=O)NC)CCCCCCCC